2-Propanyl 4-{(3S,5aR,6R,7R,8aS)-7-hydroxy-6-[(1E,3R)-3-hydroxy-4-(4-methoxyphenoxy)-1-buten-1-yl]octahydro-2H-cyclopenta[b]oxepin-3-yl}butanoate O[C@H]1[C@@H]([C@@H]2[C@@H](OC[C@H](CC2)CCCC(=O)OC(C)C)C1)\C=C\[C@H](COC1=CC=C(C=C1)OC)O